ClC=1N=C(C2=C(N1)C=C(N=C2)Cl)N2CCN(CC2)C(=O)OC(C)(C)C tert-butyl 4-(2,7-dichloropyrido[4,3-d]pyrimidin-4-yl)piperazine-1-carboxylate